(R)-β-methylphenylethylamine C[C@@H](CN)C1=CC=CC=C1